2-bromo-6-(3-methoxytetrahydrofuran-3-yl)-4-(4,4,5,5-tetramethyl-1,3,2-dioxaborolan-2-yl)pyridine BrC1=NC(=CC(=C1)B1OC(C(O1)(C)C)(C)C)C1(COCC1)OC